tert-Butyl 2-(4-methoxybenzoyl)pyrrolidine-1-carboxylate COC1=CC=C(C(=O)C2N(CCC2)C(=O)OC(C)(C)C)C=C1